CC(C(CCCCCC(=O)[O-])N)N The molecule is an amino-acid anion. It has a role as a Saccharomyces cerevisiae metabolite. It derives from a nonanoate. It is a conjugate base of a 7,8-diaminononanoic acid.